(S)-N-(3-(2-(((1S,3R)-3-hydroxy-3-methylcyclobutyl)amino)-6-morpholinylpyridin-4-yl)-4-methylphenyl)-3-(2,2,2-trifluoroethyl)pyrrolidine-1-carboxamide OC1(CC(C1)NC1=NC(=CC(=C1)C=1C=C(C=CC1C)NC(=O)N1C[C@@H](CC1)CC(F)(F)F)N1CCOCC1)C